6-(1-(1-(1-acryloyl-3-methylazetidine-3-carbonyl)piperidin-4-yl)-1H-pyrazol-4-yl)-4-methoxypyrazolo[1,5-a]pyridine-3-carbonitrile C(C=C)(=O)N1CC(C1)(C(=O)N1CCC(CC1)N1N=CC(=C1)C=1C=C(C=2N(C1)N=CC2C#N)OC)C